Tert-butyl (R)-2-((3-(((R)-1-(3-(1H-pyrazol-5-yl)naphthalen-1-yl)ethyl)carbamoyl)-4-methylphenyl)carbamoyl)piperidine-1-carboxylate N1N=CC=C1C=1C=C(C2=CC=CC=C2C1)[C@@H](C)NC(=O)C=1C=C(C=CC1C)NC(=O)[C@@H]1N(CCCC1)C(=O)OC(C)(C)C